Benzyl (3R)-3-(methylsulfanyl)pyrrolidine-1-carboxylate CS[C@H]1CN(CC1)C(=O)OCC1=CC=CC=C1